Ethyl 1-{5-[(tert-butoxycarbonyl)(methyl)amino]pentyl}-7-[5-(hydroxymethyl)-1,3-dimethyl-1H-pyrazol-4-yl]-3-[3-(naphthalen-1-yloxy)propyl]-1H-indole-2-carboxylate C(C)(C)(C)OC(=O)N(CCCCCN1C(=C(C2=CC=CC(=C12)C=1C(=NN(C1CO)C)C)CCCOC1=CC=CC2=CC=CC=C12)C(=O)OCC)C